ClC1=CC=C(C=C1)C1=N[C@H](C=2N(C3=C1C(=C(S3)C)C)C(=NN2)C)CC(=O)NC2=CC=C(C=C2)C#CCNC(OC(C)(C)C)=O tert-butyl (S)-(3-(4-(2-(4-(4-chlorophenyl)-2,3,9-trimethyl-6H-thieno[3,2-f][1,2,4]triazolo[4,3-a][1,4]diazepin-6-yl)acetamido)phenyl)prop-2-yn-1-yl)carbamate